(R)-5-((((3-fluoro-5-methoxy-2',2''-dimethyl-3''-(pyrido[3,4-b]pyrazin-5-ylamino)-[1,1':3',1''-terphenyl]-4-yl)methyl)amino)methyl)pyrrolidin-2-one FC=1C=C(C=C(C1CNC[C@H]1CCC(N1)=O)OC)C1=C(C(=CC=C1)C1=C(C(=CC=C1)NC1=NC=CC=2C1=NC=CN2)C)C